FC=1C=C(C=C(C1)F)C1CC(N(CC1)C1=CC(=NN1)C1=CC=NC=C1)=O 4-(3,5-difluorophenyl)-1-(3-(pyridin-4-yl)-1H-pyrazol-5-yl)piperidin-2-one